7-[(6-(4-Aminopiperidin-1-yl)-2-(4-cyano-3-fluorophenyl)-3-(4-methoxyphenyl)pyridin-4-yl)oxy]-N-hydroxyheptanamide trifluoroacetate FC(C(=O)O)(F)F.NC1CCN(CC1)C1=CC(=C(C(=N1)C1=CC(=C(C=C1)C#N)F)C1=CC=C(C=C1)OC)OCCCCCCC(=O)NO